C(#N)C=1C=NN2C1C(=NC(=C2)C=2C=NN(C2)C)C=2CCN(CC2)C2=NC=C(C=C2)C(C(=O)N)=C (4-(3-cyano-6-(1-methyl-1H-pyrazol-4-yl)pyrazolo[1,5-a]pyrazin-4-yl)-3,6-dihydro-2H-[1,2'-bipyridin]-5'-yl)acrylamide